Cl.FC1CNC1 3-fluoroazetidine HCl salt